The molecule is a pyrroledicarboxylic acid in which the two carboxy groups are located at positions 3 and 4. It has a role as a metabolite. C1=C(C(=CN1)C(=O)O)C(=O)O